4-{[3-(1H-imidazol-4-yl)-2-[3-(trifluoromethyl)-1H-1,2,4-triazol-5-yl]imidazo[1,2-a]pyrimidin-6-yl]methyl}morpholine N1C=NC(=C1)C1=C(N=C2N1C=C(C=N2)CN2CCOCC2)C2=NC(=NN2)C(F)(F)F